methyl 4-bromo-3,5-diethoxybenzoate BrC1=C(C=C(C(=O)OC)C=C1OCC)OCC